OC=1C2=C(N=C(N1)NC(OC(C)(C)C)=O)C=NN2CC2=C(C=C(C=C2)CO)OC tert-butyl (7-hydroxy-1-(4-(hydroxymethyl)-2-methoxybenzyl)-1H-pyrazolo[4,3-d]pyrimidin-5-yl)carbamate